(E)-N'-(3,5-dimethoxybenzylidene)-3-(4-methoxyphenyl)pyrazine-2-carbohydrazide tert-Butyl-N-[2-amino-3-fluoro-4-(tetrahydropyran-4-yl)phenyl]carbamate C(C)(C)(C)OC(NC1=C(C(=C(C=C1)C1CCOCC1)F)N)=O.COC=1C=C(\C=N\NC(=O)C2=NC=CN=C2C2=CC=C(C=C2)OC)C=C(C1)OC